FC=1C(=NC=2N(C1)C=C(N2)C2=C(C=C(C=N2)C2=CC(N(C=C2)C)=O)O)C=2CC(NC(C2)(C)C)(C)C 6-(6-fluoro-7-(2,2,6,6-tetramethyl-1,2,3,6-tetrahydropyridin-4-yl)imidazo[1,2-a]pyrimidin-2-yl)-5-hydroxy-1'-methyl-[3,4'-bipyridin]-2'(1'H)-one